N[C@H](C(=O)N(C)[C@H]([C@@H](CC(=O)N1[C@@H](CCC1)[C@@H]([C@H](C(=O)OC)C)OC)OC)[C@H](CC)C)C(C)C methyl (2R,3R)-3-((S)-1-((3R,4S,5S)-4-((S)-2-amino-N,3-dimethylbutanamido)-3-methoxy-5-methylheptanoyl)pyrrolidin-2-yl)-3-methoxy-2-methylpropanoate